benzyl (S)-2-([(tert-butoxycarbonyl)amino]methyl)pyrrolidine-1-carboxylate C(C)(C)(C)OC(=O)NC[C@H]1N(CCC1)C(=O)OCC1=CC=CC=C1